O=C1NC(CCC1C1C(C(CC=C1)C)=O)=O 1-(2,6-dioxopiperidin-3-yl)-3-methyl-2-oxo-2,3-dihydro-1H-benzene